N[C@@H](C(=O)N1CC=2N=C(N=C(C2C1)N1CCOCC1)N/N=C/C1=CC(=CC=C1)C)CC(C)C (2R)-2-Amino-4-methyl-1-[2-{(2E)-2-[(3-methylphenyl)methylidene]hydrazinyl}-4-(morpholin-4-yl)-5,7-dihydro-6H-pyrrolo[3,4-d]pyrimidin-6-yl]pentan-1-one